C(C)(C)N1C(C(=CC=C1)N)=O 1-isopropyl-2-oxo-1,2-dihydropyridin-3-amine